C(C)C=1C(=NNC1)[C@@H]1[C@@H](N(CCC1)C(=O)OC)CO[C@@H]1CC[C@@H](CC1)C1=CC=CC=C1 methyl (2R,3S)-3-(4-ethyl-1H-pyrazol-3-yl)-2-((((CIS)-4-phenylcyclohexyl)oxy)methyl)piperidine-1-carboxylate